(S)-2-(5-ethynyl-6-fluoro-4-(8-fluoro-4-(methyl(pyrrolidin-2-ylmethyl)amino)-2-(4-methylpiperazin-1-yl)pyrido[4,3-d]pyrimidin-7-yl)naphthalen-2-yl)propan-2-ol C(#C)C1=C2C(=CC(=CC2=CC=C1F)C(C)(C)O)C1=C(C=2N=C(N=C(C2C=N1)N(C[C@H]1NCCC1)C)N1CCN(CC1)C)F